tert-butyl 2-(3-(benzyloxy)-6-methylpicolinoyl)pyrrolidine-1-carboxylate C(C1=CC=CC=C1)OC=1C(=NC(=CC1)C)C(=O)C1N(CCC1)C(=O)OC(C)(C)C